CC1=NN2C(C=CC=C2C#N)=C1NC1=NC=C(C(=N1)NC)C(F)(F)F 2-methyl-3-((4-(methylamino)-5-(trifluoromethyl)pyrimidin-2-yl)amino)pyrazolo[1,5-a]pyridine-7-carbonitrile